BrC1=C(C=CC2=CN(N=C12)C)C 7-bromo-2,6-dimethyl-2H-indazole